(S)-1-(2,6-dimethylpyridin-3-yl)-3-methoxy-N-(6-(5-methyl-6,7-dihydro-5H-pyrrolo[2,1-c][1,2,4]triazol-3-yl)pyridin-2-yl)-1H-pyrazole-4-carboxamide CC1=NC(=CC=C1N1N=C(C(=C1)C(=O)NC1=NC(=CC=C1)C=1N2C(=NN1)CC[C@@H]2C)OC)C